dimethylamine hydroiodic acid salt I.CNC